(12aR)-7-benzyloxy-12-[(10S)-7,8-difluoro-4,9-dihydrothieno[2,3-c][2]benzothiepin-4-yl]-3,4,12,12a-tetrahydro-1H-[1,4]oxazino[3,4-c]pyrido[2,1-f][1,2,4]triazine-6,8-dione C(C1=CC=CC=C1)OC=1C(C=CN2N([C@H]3N(C(C21)=O)CCOC3)C3C2=C(SCC1=C3C=CC(=C1F)F)SC=C2)=O